FC1=C(C=CC(=C1F)OC[C@H]1OCCC1)NC=1C2=C(N=CN1)C=C(C(=N2)O[C@@H]2CN(CC2)C(C=C)=O)F 1-((S)-3-((4-((2,3-difluoro-4-(((S)-tetrahydrofuran-2-yl)methoxy)phenyl)amino)-7-fluoropyrido[3,2-d]pyrimidin-6-yl)oxy)pyrrolidin-1-yl)prop-2-en-1-one